1-[8-(tert-butylamino)-1,7-naphthyridin-6-yl]Pentane-1-one C(C)(C)(C)NC=1N=C(C=C2C=CC=NC12)C(CCCC)=O